(R)- or (S)-2-(4-cyano-2,6-diisopropylphenyl)-N-(4-((dimethylamino)methyl)phenylsulfonimidoyl)acetamide C(#N)C1=CC(=C(C(=C1)C(C)C)CC(=O)N[S@](=O)(=N)C1=CC=C(C=C1)CN(C)C)C(C)C |o1:15|